N[C@H]1CC[C@H](CC1)SCC1=NC2=C(C=CC=C2C(N1)=O)C 2-(((cis-4-aminocyclohexyl)thio)methyl)-8-methylquinazolin-4(3H)-one